FC(C1=CC=C(C=C1)C1=NN(C2=CC=CC=C12)C=1C=C(C=2N(C1)C=NN2)C(C(=O)N)=C)(F)F (6-(3-(4-(trifluoromethyl)phenyl)-1H-indazol-1-yl)-[1,2,4]triazolo[4,3-a]pyridin-8-yl)acrylamide